C(C)(=O)C=1C=C(C2=C(N=C(O2)N2CC3N(C(C2)C3)C(=O)OC(C)(C)C)C1C(F)(F)F)C=1SC=CN1 tert-Butyl 3-(5-acetyl-7-(thiazol-2-yl)-4-(trifluoromethyl)benzo[d]oxazol-2-yl)-3,6-diazabicyclo[3.1.1]heptane-6-carboxylate